OC1=CC=NC(=N1)C 6-hydroxy-2-methylpyrimidine